4-(5-([1,4'-bipiperidin]-4-yl)-3-isopropyl-1H-indol-2-yl)-1H-pyrazolo[3,4-b]pyridine N1(CCC(CC1)C=1C=C2C(=C(NC2=CC1)C1=C2C(=NC=C1)NN=C2)C(C)C)C2CCNCC2